(2S)-4,4-Difluoro-N-(4-{fluoro-7-[(2R)-oxolan-2-yl]-3-(pyridin-2-yl)-1H-pyrrolo[3,2-b]pyridin-2-yl}pyridin-2-yl)-2-(4-fluorophenyl)butanamid FC(C[C@H](C(=O)NC1=NC=CC(=C1)C1=C(C2=NC=CC(=C2N1F)[C@@H]1OCCC1)C1=NC=CC=C1)C1=CC=C(C=C1)F)F